2-((Difluoro(oxo)-λ6-sulfanylidene)amino)phenyl Sulfurofluoridate S(OC1=C(C=CC=C1)N=S(=O)(F)F)(=O)(=O)F